methyl 5-(methylamino)-6-(3-methylimidazo[4,5-c]pyridin-7-yl)-3-[4-[2-(4-methylpiperazin-1-yl)ethyl]anilino]pyrazine-2-carboxylate CNC=1N=C(C(=NC1C=1C2=C(C=NC1)N(C=N2)C)C(=O)OC)NC2=CC=C(C=C2)CCN2CCN(CC2)C